(3-phenoxyphenyl)hydrazine hydrochloride Cl.O(C1=CC=CC=C1)C=1C=C(C=CC1)NN